N-[4-fluoro-5-[2-(4-hydroxy-4-methylpiperidin-1-yl)pyrimidin-5-yl]-2-[rac-(3R)-3,4-dimethylpiperazin-1-yl]phenyl]-6-oxo-4-(trifluoromethyl)-1H-pyridine-3-carboxamide FC1=CC(=C(C=C1C=1C=NC(=NC1)N1CCC(CC1)(C)O)NC(=O)C1=CNC(C=C1C(F)(F)F)=O)N1C[C@H](N(CC1)C)C |r|